1-ethyl-2-vinyl-4,5-dihydro-1H-imidazole C(C)N1C(=NCC1)C=C